2-(cyanomethyl)-4-{[2-(N'-hydroxycarbamimidoyl)-6-[(1S)-1-[(2S)-1-methylpyrrolidin-2-yl]ethoxy]pyrimidin-4-yl]oxy}piperidine-1-carboxylic acid tert-butyl ester C(C)(C)(C)OC(=O)N1C(CC(CC1)OC1=NC(=NC(=C1)O[C@@H](C)[C@H]1N(CCC1)C)C(N)=NO)CC#N